C(#C)P([O-])(=O)N P-ethynyl-phosphonamidate